[Na+].S(=O)(=O)(OCCCCCCCCCCCCCCCC(C)C)[O-] isostearyl sulfate sodium salt